COC(=O)C=1C=NC(=NC1)N1CC=2N(CC1)C=C(N2)C=O 2-(2-Formyl-5,6-dihydro-8H-imidazo[1,2-a]pyrazin-7-yl)-pyrimidine-5-carboxylic acid methyl ester